3-[3-Methyl-4-[3-[(2R)-2-methylpiperazin-1-yl]prop-1-ynyl]-2-oxo-benzimidazol-1-yl]piperidine-2,6-dione CN1C(N(C2=C1C(=CC=C2)C#CCN2[C@@H](CNCC2)C)C2C(NC(CC2)=O)=O)=O